4-(isopropylamino)-6-(1H-pyrazol-4-yl)-N-(1-(pyridin-3-ylsulfonyl)piperidin-4-yl)quinoline-3-carboxamide C(C)(C)NC1=C(C=NC2=CC=C(C=C12)C=1C=NNC1)C(=O)NC1CCN(CC1)S(=O)(=O)C=1C=NC=CC1